[C@H]12OC[C@H](N(C1)C1=CC=NN1)C2 5-((1R,4R)-2-oxa-5-azabicyclo[2.2.1]heptan-5-yl)pyrazole